(5-amino-2-(2-((1,1-dioxo-isothiazolidin-2-yl)methyl)-6-fluorobenzyl)-8-(pyrimidin-4-yl)-[1,2,4]triazolo[1,5-c]pyrimidin-7-yl)benzonitrile NC1=NC(=C(C=2N1N=C(N2)CC2=C(C=CC=C2F)CN2S(CCC2)(=O)=O)C2=NC=NC=C2)C2=C(C#N)C=CC=C2